FC(OC=1C=C(C=CC1)N1C(C(C2=CC(=CC=C12)C(=O)NC1(CS(C1)(=O)=O)C)(C)CC)=O)F 1-(3-(difluoromethoxy)phenyl)-3-ethyl-3-methyl-N-(3-methyl-1,1-dioxidothietan-3-yl)-2-oxoindoline-5-carboxamide